CC1=C(C=C(C=C1)CC(=O)O)[C@H](CN[C@@H]([C@H]1CNC2=C(N1)N=CC=C2)C2=CC=CC=C2)C |o1:11| 2-(4-methyl-3-((R or S)-1-(((R)-phenyl((R)-1,2,3,4-tetrahydropyrido[2,3-b]pyrazin-3-yl)methyl)amino)propan-2-yl)phenyl)acetic acid